3-fluoro-2,2-dimethylpropionaldehyde FCC(C=O)(C)C